COC1=C(C=CC(=C1)C1=CC=NC=C1)C1=CN=C(O1)[C@H](CCCCCC(CC)=O)NC(=O)C1=NOC2(C1)CCN(CC2)C (S)-N-(1-(5-(2-Methoxy-4-(pyridin-4-yl)phenyl)oxazol-2-yl)-7-oxononyl)-8-methyl-1-oxa-2,8-diazaspiro[4.5]dec-2-en-3-carboxamid